(S)-9-(3-Ethyl-2-oxopentyl)-2-((R)-3-methylmorpholin-4-yl)-8-trifluoromethyl-6,7,8,9-tetrahydropyrimido[1,2-a]pyrimidin-4-one C(C)C(C(CN1[C@@H](CCN2C1=NC(=CC2=O)N2[C@@H](COCC2)C)C(F)(F)F)=O)CC